CN1C(C2=C(C=3C=CC=CC13)C(=CN2C=2C=NN(C2)CC2CC2)C(=O)O)=O 5-methyl-3-(1-cyclopropylmethyl-1H-pyrazol-4-yl)-4-oxo-4,5-dihydro-3H-pyrrolo[2,3-c]quinoline-1-carboxylic acid